2,4,6-trimethyl-4-phenyl-1,3-dioxan CC1OC(CC(O1)(C1=CC=CC=C1)C)C